(Sa)-6-aminospiro[3.3]heptane-2-carboxylic acid methyl ester hydrochloride Cl.COC(=O)C1CC2(C1)CC(C2)N